BrC1=C(C=CC=C1)C=1C=C(C=CC1)C1=C(C=CC(=C1)N1C2=CC=CC=C2C=2C=CC=CC12)N1C2=CC=CC=C2C=2C=CC=CC12 9,9'-(2''-bromo-[1,1':3',1''-terphenyl]-2,5-diyl)bis(9H-carbazole)